BrC1=CN=C(S1)C1=CC(=C(N)C=C1)F 4-(5-bromothiazol-2-yl)-2-fluoro-aniline